N-(((1'R,2'R)-2,6-dihydroxy-5'-methyl-4-pentyl-2'-(prop-1-en-2-yl)-1',2',3',4'-tetrahydro-[1,1'-biphenyl]-3-yl)sulfonyl)pivalamide OC1=C(C(=CC(=C1S(=O)(=O)NC(C(C)(C)C)=O)CCCCC)O)[C@H]1[C@@H](CCC(=C1)C)C(=C)C